FC(C(=O)O)(F)F.ClC1=C(C=CC(=C1NC=1C(=C2C(N(C=NC2=CC1)C)=O)C)F)NS(=O)(=O)N1CCC(CC1)O N-(2-chloro-3-((3,5-dimethyl-4-oxo-3,4-dihydroquinazolin-6-yl)amino)-4-fluorophenyl)-4-hydroxypiperidine-1-sulfonamide trifluoroacetate